2-(4-(thiazol-2-ylmethylcarbamoyl)piperidin-1-yl)benzo[d]thiazole-6-carboxylic acid S1C(=NC=C1)CNC(=O)C1CCN(CC1)C=1SC2=C(N1)C=CC(=C2)C(=O)O